BrC1C=C2C(N(CCOC2=NC1([2H])C)CC1=C(C=CC(=C1)OC(F)(F)F)F)=O 7-Bromo-4-(2-fluoro-5-(trifluoromethoxy)benzyl)-8-methyl-3,4-dihydropyrido[3,2-f][1,4]oxazepin-5(2H)-one-8-d